(rac)-1-(4-bromo-1,5-dimethyl-1H-pyrazol-3-yl)ethanol BrC=1C(=NN(C1C)C)[C@@H](C)O |r|